N[C@@H]1C2=CC=CC=C2CC12CCN(CC2)C=2NC(C1=C(N2)NN=C1C1(CC1)C1=CC2=C(OC(O2)(F)F)C=C1)=O (S)-6-(1-amino-1,3-dihydrospiro[indene-2,4'-piperidin]-1'-yl)-3-(1-(2,2-difluorobenzo[d][1,3]dioxol-5-yl)cyclopropyl)-1,5-dihydro-4H-pyrazolo[3,4-d]pyrimidin-4-one